FC(OC1=NNC2=CN=C(C(=C21)C2=CC(=C(C=C2)S(=O)(=O)C)C)C(=O)O)F 3-(difluoromethoxy)-4-(3-methyl-4-methanesulfonyl-phenyl)-1H-pyrazolo[3,4-c]Pyridine-5-carboxylic acid